Dibromothiophen BrC1=C(SC=C1)Br